3,3-difluoro-1-(4-fluoro-3-nitrophenyl)cyclobutane-1-carboxamide FC1(CC(C1)(C(=O)N)C1=CC(=C(C=C1)F)[N+](=O)[O-])F